FC1=C(C=CC=C1)C1=CC=C(C=C1)NC(C[C@H]1CCN(C1)C=1C2=C(N=C(N1)C)C1=C(O2)C=CC=C1)=O (2S,4R)-4-(2-((2'-fluoro-[1,1'-biphenyl]-4-yl)amino)-2-oxoethyl)-1-(2-methylbenzofuro[3,2-d]pyrimidin-4-yl)pyrrolidine